NC(CC1=CC=C(C=C1)CNC1=C(C(=NC=N1)N(C(CNC(OC(C)(C)C)=O)C1=CC=C(C=C1)C(F)(F)F)C1CC1)F)=O tert-butyl N-[2-[[6-[[4-(2-amino-2-oxo-ethyl)phenyl]methylamino]-5-fluoro-pyrimidin-4-yl]-cyclopropyl-amino]-2-[4-(trifluoromethyl)phenyl]ethyl]carbamate